NC1=C(N=C(S1)N1CCOCC1)C(=O)NCC1=C(C=CC=C1)C(F)(F)F 5-amino-2-morpholino-N-(2-(trifluoromethyl)benzyl)thiazole-4-carboxamide